((1R,2R,4S)-2-(1-methyl-1H-benzo[d]imidazol-2-yl)-4-phenylbicyclo[2.1.1]hexan-1-yl)(naphthalen-2-yl)methanone CN1C(=NC2=C1C=CC=C2)[C@H]2C1(CC(C2)(C1)C1=CC=CC=C1)C(=O)C1=CC2=CC=CC=C2C=C1